(9E)-hexadeca-9-enoic acid C(CCCCCCC\C=C\CCCCCC)(=O)O